(7-chloro-1H-benzo[d]imidazol-2-yl)methanol ClC1=CC=CC2=C1NC(=N2)CO